N-methylmethylamine hydrochloride Salt Cl.CNC